N-[4-[2-[[(3-chlorophenyl)methyl]amino]ethyl]phenyl]-2-thiophenecarboximidamide ClC=1C=C(C=CC1)CNCCC1=CC=C(C=C1)NC(=N)C=1SC=CC1